BrC=1C=C(C=C(C1NC)N)OC 6-bromo-4-methoxy-N1-methylbenzene-1,2-diamine